N-(4-((4-(2-(3-chloro-4-(2-chloroethoxy)-5-cyanophenyl)propan-2-yl)phenyl)ethynyl)pyrimidin-2-yl)methanesulfonamide ClC=1C=C(C=C(C1OCCCl)C#N)C(C)(C)C1=CC=C(C=C1)C#CC1=NC(=NC=C1)NS(=O)(=O)C